[E]-4-(allylamino)but-3-en-2-one C(C=C)N/C=C/C(C)=O